C1=CC=C2C(C=CC=C12)=O inden-4-one